NC1=NC2=CC=C(C=C2C=N1)C=1C(=C(C=CC1Cl)N1C(C=CC(=C1)Cl)OC)Cl N-(3-(2-aminoquinazolin-6-yl)-2,4-dichlorophenyl)-5-chloro-2-methoxypyridine